O1C(=CC=C1)C(=O)C=1C=C(C=CC1)C(C(=O)NC=1SC=C(N1)C(F)(F)F)=C (2R)-2-[3-(furan-2-carbonyl)phenyl]-N-[4-(trifluoromethyl)-1,3-thiazol-2-yl]acrylamide